C1C[C@]2(C[C@H](CN2C1)F)CO [(2R,8S)-2-Fluoro-1,2,3,5,6,7-hexahydropyrrolizin-8-yl]methanol